O=C1NC(CCC1N1C(C2=CC=C(C=C2C1)O)=O)=O 2-(2,6-dioxopiperidin-3-yl)-5-hydroxyisoindole-1-one